BrC=1C=CC(=C(C1)C1NC2(C3NNC(N3C3SC4C[C@H](CC4C13)C(=O)N1CCOCC1)C)CC2)Cl (13'S)-9'-(5-bromo-2-chlorophenyl)-3'-methyl-13'-(morpholine-4-carbonyl)-16'-thia-2',4',5',8'-tetraazaspiro[cyclopropane-1,7'-tetracyclo[8.6.0.02,6.011,15]hexadecane]